(R)-5-(3-((tert-butyldimethylsilyl)oxy)pyrrolidin-1-yl)-2-morpholinothiazolo[4,5-b]pyridin-6-amine [Si](C)(C)(C(C)(C)C)O[C@H]1CN(CC1)C1=C(C=C2C(=N1)N=C(S2)N2CCOCC2)N